C(C)(C)(C)OC(=O)N1C[C@H](O[C@H](C1)C(F)(F)F)CO (2s,6r)-2-(hydroxymethyl)-6-(trifluoromethyl)morpholine-4-carboxylic acid tert-butyl ester